{3-[(cyclopropylmethyl-amino)-phenyl-methyl]-phenyl}-amide C1(CC1)CNC(C=1C=C(C=CC1)[NH-])C1=CC=CC=C1